(S)-3-(1-(4'-(methoxycarbonyl)-[1,1'-biphenyl]-4-yl)-2-oxo-1,2-dihydro-3H-imidazo[4,5-b]pyridin-3-yl)pyrrolidine-1-carboxylic acid tert-butyl ester C(C)(C)(C)OC(=O)N1C[C@H](CC1)N1C(N(C=2C1=NC=CC2)C2=CC=C(C=C2)C2=CC=C(C=C2)C(=O)OC)=O